2-((1s,6s)-6-aminocyclohex-3-en-1-yl)-N-benzyl-3-bromo-5-chlorothieno[3,2-b]pyridin-7-amine N[C@H]1CC=CC[C@@H]1C1=C(C2=NC(=CC(=C2S1)NCC1=CC=CC=C1)Cl)Br